NC=1C=C(C=CC1)C(O)C1=CC=C(C=C1)OC (3-aminophenyl)-(4-methoxyphenyl)methanol